(3-((4-(tert-butoxycarbonyl)piperazin-1-yl)methyl)phenyl)boronic acid C(C)(C)(C)OC(=O)N1CCN(CC1)CC=1C=C(C=CC1)B(O)O